(E)-4-methyl-7-(4-methylpiperazin-1-yl)-3-(3-(p-tolyl)acryloyl)quinolin-2(1H)-one CC1=C(C(NC2=CC(=CC=C12)N1CCN(CC1)C)=O)C(\C=C\C1=CC=C(C=C1)C)=O